N-hydroxy-8-(4-oxo-3,4-dihydroquinazolin-2-yl)octanamide ONC(CCCCCCCC1=NC2=CC=CC=C2C(N1)=O)=O